BrC=1C=2N(C=C(C1)C)C=C(N2)C(C)O 1-(8-bromo-6-methylimidazo[1,2-a]pyridin-2-yl)ethan-1-ol